C(C)(C)(C)OC(=O)NC1=CC=C(C=C1)C=1SC=C(N1)C(=O)N[C@H](C)C(=O)OC Methyl (2-(4-((tert-butoxycarbonyl)amino) phenyl)thiazole-4-carbonyl)-D-alaninate